N1(CCC1)C(=O)C=1N=CC(=NC1)OC=1C=C(C(=O)NC2=NC=C(N=C2)C)C=C(C1)O[C@H](COC)C 3-{[5-(Azetidin-1-ylcarbonyl)pyrazin-2-yl]oxy}-5-{[(1S)-1-methyl-2-(methyloxy)ethyl]oxy}-N-(5-methylpyrazin-2-yl)benzamide